OC1CCC(CC1)N(CCCCCCCC(=O)N(CCCCCCCCC=C)CCCCCCCCCC)CCCCCCCC(=O)N(CCCCCCCCCC)CCCCCCCCC=C 8,8'-(((1s,4s)-4-hydroxycyclohexyl)azanediyl)bis(N-(dec-9-en-1-yl)-N-decyloctanamide)